Methylamine lead iodine chlorine salt [Cl].[I].[Pb].CN